FC1(C[C@@H]([C@H](CC1)CC=1C=C2CN(C(C2=CC1)=O)C1C(NC(CC1)=O)=O)NC(C)C1CCOCC1)F 3-(5-(((1R,2S)-4,4-difluoro-2-((1-(tetrahydro-2H-pyran-4-yl)ethyl)amino)cyclohexyl)methyl)-1-oxoisoindolin-2-yl)piperidine-2,6-dione